C(CP(C1=CC=CC=C1)C1=C(C=CC=C1)OC)P(C1=CC=CC=C1)C1=C(C=CC=C1)OC Ethane-1,2-diylbis[(2-methoxyphenyl)phenylphosphan]